tert-butyl 3-(3-hydroxypropyl)-1H-indole-1-carboxylate OCCCC1=CN(C2=CC=CC=C12)C(=O)OC(C)(C)C